C(C)OC(CC=1OC(=NN1)CC#N)=O 5-Cyanomethyl-1,3,4-oxadiazole-2-acetic acid ethyl ester